C(=C)CC(=O)O.C(=C)CC(=O)O vinylacetate (ethenyl acetate)